COC1=CC=C2CCCC(C2=C1)=O 7-methoxy-3,4-dihydronaphthalene-1(2H)-one